1-ethyl-3-methylimidazolium-bis(trifluoromethanesulfonyl)imide salt [N-](S(=O)(=O)C(F)(F)F)S(=O)(=O)C(F)(F)F.C(C)N1C=[N+](C=C1)C